C=1(N=CN2C1C=CC=C2)CNC2=CC=C(C=N2)C(=O)O 6-[({Imidazo[1,5-a]pyridin-1-yl}methyl)amino]pyridine-3-carboxylic acid